C1=CC=CC=2C3=CC=CC=C3N(C12)C1=C(C(=O)O)C=CC(=C1)C(=O)O 9H-carbazol-9-yl-terephthalic acid